CN1[C@H](CN(CC1)C(=O)OC)CC1=CC(=CC=C1)NC(=O)NC=1C=NC(=CC1)C methyl (3S)-4-methyl-3-[(3-{[(6-methyl(3-pyridyl))amino]carbonylamino}phenyl)methyl]piperazinecarboxylate